2-iodo-5-methoxy-pyridine IC1=NC=C(C=C1)OC